1-bromobenzo[1,2-b:4,5-b']bis-benzofuran BrC1=CC=CC2=C1C=1C(O2)=CC2=C(OC3=C2C=CC=C3)C1